3,3-dimethyl-5-nitro-2,3-dihydrofuro[2,3-b]pyridine CC1(COC2=NC=C(C=C21)[N+](=O)[O-])C